dipentaerythritol penta-isononanoate C(CCCCCC(C)C)(=O)OCC(COC(CCCCCC(C)C)=O)(COCC(COC(CCCCCC(C)C)=O)(COC(CCCCCC(C)C)=O)COC(CCCCCC(C)C)=O)CO